1-azabicyclo[2.2.1]heptan-4-amine N12CCC(CC1)(C2)N